BrC1=CC2=CN(N=C2C=C1)CC(=O)N(C)C (5-bromo-2H-indazol-2-yl)-N,N-dimethylacetamide